C(C)OC(=O)C=1C(=NC(=CC1)C1=CCCC1)O 6-(Cyclopenten-1-yl)-2-hydroxy-pyridine-3-carboxylic acid ethyl ester